(5-Bromopyridin-2-yl)methyl acetate C(C)(=O)OCC1=NC=C(C=C1)Br